C1(=CC=CC=C1)C=1C(=NC2=C3C(=CC=C2C1)N=C1C=CC=CC1=C3)C3=CC=CC=C3.[Pt+2] platinum(II) (diphenylquinoquinoline)